(2R)-N-((R)-(3-chloro-4-fluorophenyl)(cis-1,1-difluorospiro[2.5]octane-6-yl)methyl)-2-methyl-3-oxopiperazine-1-carboxamide ClC=1C=C(C=CC1F)[C@H](NC(=O)N1[C@@H](C(NCC1)=O)C)C1CCC2(CC2(F)F)CC1